tert-butyl (1R,2S,5S)-3-benzyl-2-(hydroxymethyl)-3,8-diazabicyclo[3.2.1]octane-8-carboxylate C(C1=CC=CC=C1)N1[C@@H]([C@H]2CC[C@@H](C1)N2C(=O)OC(C)(C)C)CO